(difluoromethyl)-5'-methoxy-1-(5-methyl-1,3,4-oxadiazol-2-yl)-6-oxo-1,6-dihydro-[3,4'-bipyridine]-4-carboxylic acid methyl ester COC(=O)C=1C(=C(N(C(C1)=O)C=1OC(=NN1)C)C(F)F)C1=CC=NC=C1OC